(4-(4-iodophenyl)piperazin-1-yl)(4-((3-phenyl-1H-1,2,4-triazol-1-yl)sulfonyl)-phenyl)methanone IC1=CC=C(C=C1)N1CCN(CC1)C(=O)C1=CC=C(C=C1)S(=O)(=O)N1N=C(N=C1)C1=CC=CC=C1